C(C)SC1=CC=C(C=C1)C1=NNC(=C1O)C 3-(4-(ethylthio)phenyl)-5-methyl-pyrazol-4-ol